CN1N=C(C=C1CN1C(N(C(C2=CC=C(C=C12)C(=O)NCC=1OC2=C(C1)C=C(C=C2)F)C)C)=O)C 1-((1,3-dimethyl-1H-pyrazol-5-yl)methyl)-N-((5-fluorobenzofuran-2-yl)methyl)-3,4-dimethyl-2-oxo-1,2,3,4-tetrahydroquinazoline-7-carboxamide